ClC1=C(C=CC=C1C1=C(C(=NC=C1)C1=CC(=C(C=C1)CNC[C@H]1OCC1)OC)Cl)C1=CC=C(C(=N1)OC)CNC[C@@H]1CCC(N1)=O (S)-5-((((6-(2-Chloro-3-(3-chloro-2-(3-methoxy-4-((((S)-oxetan-2-ylmethyl)amino)methyl)phenyl)pyridin-4-yl)phenyl)-2-methoxypyridin-3-yl)methyl)amino)methyl)pyrrolidin-2-one